P(=O)(=O)SP(=O)=O.[Si].[Li] lithium silicon phosphosulfide